N(=C=S)C=1C(=NC=CC1)C1=NC=CC=C1C1=NC=CC=C1 isothiocyanato(terpyridine)